1,3,5-hexanetricarboxylic acid C(CC(CC(C)C(=O)O)C(=O)O)C(=O)O